6-(benzyloxy)-3-bromoquinoline-5-ol C(C1=CC=CC=C1)OC1=C(C=2C=C(C=NC2C=C1)Br)O